C(#C)C1=CC(=C(C=C1)C1=C2C(=C(N=N1)N[C@H]1CNCCC1)N=CC=C2)O (R)-3-((5-(4-ethynyl-2-hydroxyphenyl)pyrido[2,3-d]pyridazin-8-yl)amino)piperidine